N12C(CN(CC1)CC2)C(=O)O 1,4-diazabicyclo[2.2.2]octane-2-carboxylic acid